C(#N)\C(=C(\C(F)(F)F)/[O-])\C(=O)OC.C(C)[NH+](CC)CC triethylammonium (E)-3-cyano-1,1,1-trifluoro-4-methoxy-4-oxobut-2-en-2-olate